ClC1=C(C=C(C=C1)C1=CC(=CC=C1F)C1=NN(C(=C1CC1=CC(=C(C=C1)S(N)(=O)=O)F)CC1CC1)C=1SC=C(N1)C(=O)O)C 2-(3-(4'-chloro-6-fluoro-3'-methyl-[1,1'-biphenyl]-3-yl)-5-(cyclopropylmethyl)-4-(3-fluoro-4-sulfamoylbenzyl)-1H-pyrazol-1-yl)thiazole-4-carboxylic acid